N1(N=CC=C1)C=1N=C2N(C=CC=C2)C1 (1H-pyrazol-1-yl)imidazo[1,2-a]pyridine